(R)-N-(4,4-difluoro-1-methylpyrrolidin-3-yl)-4-methoxy-5-(2-methyl-1-(2,2,2-trifluoroethyl)-1H-benzo[d]imidazol-6-yl)pyrrolo[2,1-f][1,2,4]triazin-2-amine FC1([C@@H](CN(C1)C)NC1=NN2C(C(=N1)OC)=C(C=C2)C=2C=CC1=C(N(C(=N1)C)CC(F)(F)F)C2)F